Myristylamid C(CCCCCCCCCCCCC)[NH-]